6-[[1,3'-bipyrrolidin]-1'-yl]-N-{(1R)-1-[3-(difluoromethyl)-2-fluorophenyl]ethyl}-2-methylpyrido[3,4-d]pyrimidin-4-amine N1(CCCC1)C1CN(CC1)C1=CC2=C(N=C(N=C2N[C@H](C)C2=C(C(=CC=C2)C(F)F)F)C)C=N1